lanthanum gadoleate C(CCCCCCC\C=C/CCCCCCCCCC)(=O)[O-].[La+3].C(CCCCCCC\C=C/CCCCCCCCCC)(=O)[O-].C(CCCCCCC\C=C/CCCCCCCCCC)(=O)[O-]